6-bromo-7-fluoro-1H-3,1-benzoxazine-2,4-dione BrC=1C(=CC2=C(C(OC(N2)=O)=O)C1)F